C(C)(C)(C)C=1C=CC(=NC1)NC(OC(C)(C)C)=O tert-Butyl N-(5-tert-butyl-2-pyridyl)carbamate